(4-(((allyloxy)carbonyl)amino)phenyl)thiazole-4-carboxylic acid C(C=C)OC(=O)NC1=CC=C(C=C1)C=1SC=C(N1)C(=O)O